5-[(4R,10bS)-8-[[(3R,4R)-4-methoxypyrrolidin-3-yl]amino]-4,9-dimethyl-3,4,6,10b-tetrahydro-1H-pyrazino[2,1-a]isoindol-2-yl]quinoline-8-carbonitrile CO[C@H]1[C@@H](CNC1)NC=1C=C2CN3[C@@H](C2=CC1C)CN(C[C@H]3C)C3=C1C=CC=NC1=C(C=C3)C#N